FC1=CC=2C(=CCCC(N2)=O)C=C1C 3,4-dihydro-8-fluoro-7-methyl-2-oxo-1-benzazepine